C(C1=CC=CC=C1)N1CCC(CC1)(C(=O)N)C1=NC=C(C=C1)F 1-benzyl-4-(5-fluoro-2-pyridinyl)piperidine-4-carboxamide